ClC1=C(C(=O)NC(=O)NC2=CC(=C(C=C2)Cl)Cl)C(=CC=C1)Cl N-(2,6-dichlorobenzoyl)-N'-(3,4-dichlorophenyl)urea